(R)-3-bromo-N-(1-(naphthalene-1-yl)ethyl)propan-1-amine BrCCCN[C@H](C)C1=CC=CC2=CC=CC=C12